C(C1=CC=CC=C1)(=O)OCC1CC(C1)NC(C1=C(C=CC=C1C)C)=O (3-(2,6-dimethylbenzamido)cyclobutyl)methanol benzoate